C(C)OC1=NOC=C1C(=O)O 3-Ethoxyisoxazole-4-carboxylic acid